C(C)(C)(C)C1CC(C1)([N+](=O)[O-])CO tert-Butyl-3-(hydroxymethyl)-3-nitrocyclobutane